C(C)S(=O)(=O)C=1C(=C(C=CC1)NC1=NC=C(C(=N1)C1=CNC2=C(C=CC=C12)NC([C@@H](C)N1CCN(CC1)C)=O)C)F (R)-N-(3-(2-(3-(ethylsulfonyl)-2-fluorophenylamino)-5-methylpyrimidin-4-yl)-1H-indol-7-yl)-2-(4-methylpiperazin-1-yl)propionamide